COC1=C(C=C(C=C1)C=1C(=C(C=NC1)C1CB(OC1)O)C)OCCC (+)-4-(5-(4-methoxy-3-propoxyphenyl)-4-methylpyridin-3-yl)-1,2-oxaborolan-2-ol